(S)-N-(4-fluoro-3-methylphenyl)-3-(2-oxo-2-((1,1,1-trifluoropropan-2-yl)amino)acetyl)-5,6,7,8-tetrahydroindolizine-1-carboxamide FC1=C(C=C(C=C1)NC(=O)C=1C=C(N2CCCCC12)C(C(N[C@H](C(F)(F)F)C)=O)=O)C